CC=1N=C(OC1)C=1C=C(C=CC1)C(=O)NCCN1CC2=CC=C(C=C2C1=O)C(=O)OCC Ethyl 2-(2-{[3-(4-methyl-1,3-oxazol-2-yl)phenyl]formamido}ethyl)-3-oxo-2,3-dihydro-1H-isoindole-5-carboxylate